ClC1=C(C=C(C=C1)C(CN1N=C(C(=C1C(=O)OCC)C1CC1)C(=O)OCC)=O)C Diethyl 1-[2-(4-chloro-3-methylphenyl)-2-oxoethyl]-4-cyclopropyl-1H-pyrazole-3,5-dicarboxylate